(3s,4s,5r)-3-(6-(difluoromethyl)-2-methoxypyridin-3-yl)-4,5-dimethyl-5-(trifluoromethyl)dihydrofuran-2(3H)-one FC(C1=CC=C(C(=N1)OC)[C@H]1C(O[C@]([C@H]1C)(C(F)(F)F)C)=O)F